C(C)[C@@H]1[C@H]([C@H]2[C@@H]3CC[C@H]([C@@H](CCC(=O)OCC)C)[C@]3(CC[C@@H]2[C@]2(CCC(C[C@@H]12)=O)C)C)O Ethyl (5β,6β,7α)-6-ethyl-7-hydroxy-3-oxo-cholane-24-oate